ClCCCCCCCCC=COC(CCOCOCOCCC(CCC)OC=CCCCCCCCCCl)CCC 10-chloro-3-decenyloxyhexyloxymethyl ether